COC(=O)C1=C(C=C2C(C(N(C2=C1)C)=O)(C)CCOC)Cl 5-chloro-3-(2-methoxyethyl)-1,3-dimethyl-2-oxoindoline-6-carboxylic acid methyl ester